C(C)(C)(C)OC(=O)N[C@H](C(=O)NC1=CC=C(C(=O)OC(C)(C)C)C=C1)CC#N (S)-tert-Butyl 4-(2-(tert-butoxycarbonylamino)-3-cyanopropanamido)benzoate